6-bromo-4-[4-(6-methoxy-2,3-dihydro-1H-inden-1-yl)piperazin-1-yl]-1-methyl-2-oxo-1,2-dihydro-1,5-naphthyridine-3-carbonitrile BrC=1N=C2C(=C(C(N(C2=CC1)C)=O)C#N)N1CCN(CC1)C1CCC2=CC=C(C=C12)OC